2-Chloro-N-{2-[4-(difluoromethyl)-1,3-thiazol-5-yl]-2-{4-[(3-fluoropyridin-4-yl)-oxy]piperidin-1-yl}ethyl}-6-fluorobenzamid ClC1=C(C(=O)NCC(N2CCC(CC2)OC2=C(C=NC=C2)F)C2=C(N=CS2)C(F)F)C(=CC=C1)F